N1=C(C=CC=C1)NC=1N=CC=2C(N1)=NC(CC2)=O 2-(2-pyridinyl)aminopyrido[2,3-d]pyrimidin-7-one